(S)-N-((S)-1-amino-2-cyclohexylethyl)-3-(6-chlorobenzo[d]thiazol-2-yl)-2-propionamidopropanamide N[C@H](CC1CCCCC1)NC([C@H](CC=1SC2=C(N1)C=CC(=C2)Cl)NC(CC)=O)=O